(3,3''-diiodo-[1,1':3,1''-terphenyl]-2'-yl)trimethylsilane IC1(CC(=CC=C1)C1=C(C=CC=C1)[Si](C)(C)C)C1=CC(=CC=C1)I